2-chloro-4-(pyridin-3-yl)pyrimidine ClC1=NC=CC(=N1)C=1C=NC=CC1